C1(=CC=CC=C1)CCCC=O 4-phenylbutanal